ClC=1C=C(C=C(C1OCCCCl)Cl)C(C)(C)C1=CC=C(OC(C)C2=NN=C(C2)SC)C=C1 3-(1-(4-(2-(3,5-dichloro-4-(3-chloropropoxy)phenyl)propan-2-yl)phenoxy)ethyl)-5-(methylthio)-4H-pyrazole